4,6-dichloro-5-nitro-pyridine-2-carboxylic acid methyl ester COC(=O)C1=NC(=C(C(=C1)Cl)[N+](=O)[O-])Cl